N1CCC(CC1)C1=CC=CC=C1 4-(piperidin-4-yl)benzene